[N-](S(=O)(=O)C(F)(F)F)S(=O)(=O)C(F)(F)F.CCC(C)[NH2+]C 3-butyl-methyl-ammonium bis(trifluoromethanesulfonyl)imide salt